(5aR,5bS,7aS,10aS,10bR)-2-(4-fluorophenyl)-5a,7a-dimethyl-4,5,5a,5b,6,7,7a,9,10,10a,10b,11,12,12a-tetradecahydro-8H-cyclopenta[7,8]phenanthro[2,1-d]thiazol-8-one FC1=CC=C(C=C1)C=1SC2=C(N1)CC[C@@]1([C@H]3CC[C@]4([C@H]([C@@H]3CCC12)CCC4=O)C)C